(R)-2-bromo-4,4-difluoro-7-((R)-tetrahydrofuran-2-yl)-4,5,7,8-tetrahydro-3H-1-thia-5a,8-diazabenzo[cd]azulen-9(6H)-one BrC=1SC=2C(N[C@H](CN3C2C1CC(C3)(F)F)[C@@H]3OCCC3)=O